bis(1,3-bis(octanoyloxy) propan-2-yl) 5-mercaptoazelate SC(CCCC(=O)OC(COC(CCCCCCC)=O)COC(CCCCCCC)=O)CCCC(=O)OC(COC(CCCCCCC)=O)COC(CCCCCCC)=O